The molecule is an organic cation obtained by selective protonation at position 1 of the piperidine ring in NAN 190. It is an ammonium ion derivative and an organic cation. It is a conjugate acid of a NAN 190. COC1=CC=CC=C1N2CC[NH+](CC2)CCCCN3C(=O)C4=CC=CC=C4C3=O